COC=1C=C2C3=C(NC2=CC1)[C@]1(C2N(CC3)CC1C[C@H]2CCNC)C(=O)OC methyl (3S,4S,11bS)-8-methoxy-3-(2-(methylamino)ethyl)-1,2,3,3a,6,11-hexahydro-1,4-methanocyclopenta[2,3]azepino[4,5-b]indole-11b(5H)-carboxylate